C(C)(C)(C)C=1C=C(C=C(C1O)C(C)(C)C)CCCNN 3-(3,5-di-tert-butyl-4-hydroxyphenyl)propylhydrazine